Pyrazolo[1,5-a]pyrimidine-3-carboxylic acid {3-(5-chloro-2-difluoromethoxy-phenyl)-1-[4-(4-dimethylamino-piperidine-1-carbonyl)-phenyl]-1H-pyrazol-4-yl}-amide hydrochloride Cl.ClC=1C=CC(=C(C1)C1=NN(C=C1NC(=O)C=1C=NN2C1N=CC=C2)C2=CC=C(C=C2)C(=O)N2CCC(CC2)N(C)C)OC(F)F